C(C)(C)(C)OC(=O)N([C@@H]1CN(CC1)C=1C2=CN(N=C2C(=CC1OCOC)C(=O)O)C)C 4-[(3S)-3-[tert-butoxycarbonyl-(methyl)amino]pyrrolidin-1-yl]-5-(methoxymethoxy)-2-methyl-indazole-7-carboxylic acid